C(C)OC(=O)C=1N=C(OC1C1=CC=CC=C1)C1=CC2=CC=CC=C2C=C1 2-(naphthalen-2-yl)-5-phenylOxazole-4-carboxylic acid ethyl ester